COCCN(C(=O)C1=NC=C(N=C1)N1CCN(CC1)C(=O)C1=C(N=C2N1C=CC=C2)C2=CC=CC=C2)C N-(2-methoxyethyl)-N-methyl-5-(4-(2-phenylimidazo[1,2-a]pyridine-3-carbonyl)piperazin-1-yl)pyrazine-2-carboxamide